(R)-7-ethoxy-1-(2-(5-hydroxy-1H-indol-3-yl)ethyl)-6-methoxy-3,4-dihydroisoquinoline-2(1H)-formaldehyde C(C)OC1=C(C=C2CCN([C@@H](C2=C1)CCC1=CNC2=CC=C(C=C12)O)C=O)OC